4-[4-(2-amino-1-hydroxyethyl)-1,3-thiazol-2-yl]-3-(5-cyclopropyl-2-methylpyrazol-3-yl)oxybenzonitrile NCC(O)C=1N=C(SC1)C1=C(C=C(C#N)C=C1)OC=1N(N=C(C1)C1CC1)C